COCC(C)(C)NC(O[C@H]1CO[C@H](C1)C1=CC(=NN1)NC=1C=2N(C=CN1)N=C(C2)COC)=O (3R,5R)-5-(3-((2-(methoxymethyl) pyrazolo[1,5-a]pyrazin-4-yl)amino)-1H-pyrazol-5-yl)tetrahydrofuran-3-yl (1-methoxy-2-methylpropan-2-yl)carbamate